N[C@H]1C[C@@H](CCC1)N1C=C(C2=C1N=CN=C2OC=2C=NN(C2)CC(C)(C)O)C2=CC(=C(C#N)C=C2)F 4-(7-((1R,3R)-3-aminocyclohexyl)-4-((1-(2-hydroxy-2-methylpropyl)-1H-pyrazol-4-yl)oxy)-7H-pyrrolo[2,3-d]pyrimidin-5-yl)-2-fluorobenzonitrile